(2'S,4R,7R)-2-chloro-4-(difluoromethyl)-2'-methyl-spiro[5H-thieno[2,3-C]pyran-7,4'-piperidin]-4-ol ClC1=CC2=C(S1)[C@@]1(C[C@@H](NCC1)C)OC[C@@]2(O)C(F)F